(5-(ethylsulfonyl)-6-(3-methyl-6-pentafluoroethyl-3H-imidazo[4,5-c]pyridazin-2-yl)pyridin-3-yl)-5-(1-trifluoromethylcyclopropyl)-1,2,4-oxadiazole C(C)S(=O)(=O)C=1C=C(C=NC1N1NC=2C(=CC1C)N=C(N2)C(C(F)(F)F)(F)F)C2=NOC(=N2)C2(CC2)C(F)(F)F